2-[7-(cyclopropylsulfonyl)-3-(ethylsulfonyl)imidazo[1,2-a]pyridin-2-yl]-3-methyl-6-(trifluoromethyl)-3H-imidazo[4,5-b]pyridine C1(CC1)S(=O)(=O)C1=CC=2N(C=C1)C(=C(N2)C2=NC=1C(=NC=C(C1)C(F)(F)F)N2C)S(=O)(=O)CC